C(C)(C)(C)OC(=O)N1C[C@@H](N(CC1)C1=NC(N(C2=CC(=C(C=C12)C#N)C1=C(C=CC=C1)F)C=1C(=NC=CC1C)C(C)C)=O)C (S)-4-(6-cyano-7-(2-fluorophenyl)-1-(2-isopropyl-4-methylpyridin-3-yl)-2-oxo-1,2-dihydroquinazolin-4-yl)-3-methylpiperazine-1-carboxylic acid tert-butyl ester